NC1=CC(=C(C(=N1)C1=C(C=C2C(=NC(=NC2=C1)OC[C@H]1N(CCC1)C)N1[C@H](CN(CC1)C(\C=C\C(F)F)=O)C)Cl)C(F)(F)F)C (E)-1-((S)-4-(7-(6-amino-4-methyl-3-(trifluoromethyl)pyridin-2-yl)-6-chloro-2-(((S)-1-methylpyrrolidin-2-yl)methoxy)quinazolin-4-yl)-3-methylpiperazin-1-yl)-4,4-difluorobut-2-en-1-one